ClC1=CC(=C(C=C1)C[C@@H](C)N[S@@](=O)C(C)(C)C)OC (S)-N-((R)-1-(4-chloro-2-methoxyphenyl)propan-2-yl)-2-methylpropan-2-sulfinamide